CC(C(C1CCC(CC1)O)C1CCC(CC1)O)C 2-methyl-1,1-bis(4-hydroxylcyclohexyl)propane